4-[N-(2-cyanoethyl)sulfamoyl]-N-[6-(methoxy)benzothiazol-2-yl]Benzamide C(#N)CCNS(=O)(=O)C1=CC=C(C(=O)NC=2SC3=C(N2)C=CC(=C3)OC)C=C1